O=C1NC=C(C(N1)=O)C=1C=C(C=2N(N1)C=CN2)[C@@H]2[C@H](C2)C=2C=CC(=C(C#N)C2)F 5-((1S,2S)-2-(6-(2,4-dioxo-1,2,3,4-tetrahydropyrimidin-5-yl)imidazo[1,2-b]pyridazin-8-yl)cyclopropyl)-2-fluorobenzonitrile